O=C1N(CC2=CC(=CC=C12)CCCCC1CC(C1)N1N=CC(=C1)C1=NC2=CC=CC=C2N=C1)C1C(NC(CC1)=O)=O 3-(1-oxo-5-(4-(3-(4-(quinoxalin-2-yl)-1H-pyrazol-1-yl)cyclobutyl)butyl)isoindolin-2-yl)piperidine-2,6-dione